benzyl 4-(N-((5-cyclohexylpyridin-2-yl)methyl)-2,2,2-trifluoroacetamido)benzoate C1(CCCCC1)C=1C=CC(=NC1)CN(C(C(F)(F)F)=O)C1=CC=C(C(=O)OCC2=CC=CC=C2)C=C1